C(=O)[C@@H]1CN(CC[C@H]1C1=CC=C(C=C1)OC)C(=O)O |r| (+/-)-trans-3-formyl-4-(4-methoxyphenyl)piperidine-1-carboxylic acid